trans-(1r,2r)-cyclohexane-1,2-diamine [C@@H]1([C@@H](CCCC1)N)N